CN1C(=NN=C1)C[C@@H](C)C=1C=C(C=CC1)C1=CC(=NN1)C1=NC=CC=C1 (R)-2-(5-(3-(1-(4-methyl-4H-1,2,4-triazol-3-yl)propan-2-yl)phenyl)-1H-pyrazol-3-yl)pyridine